ethyl 2-((4-(2-((4-cyano-2-fluorobenzyl) oxy) pyrimidin-4-yl) cyclohex-3-en-1-yl) methyl)-3-(((S)-oxetan-2-yl) methyl)-3H-imidazo[4,5-b]pyridine-5-carboxylate C(#N)C1=CC(=C(COC2=NC=CC(=N2)C2=CCC(CC2)CC2=NC=3C(=NC(=CC3)C(=O)OCC)N2C[C@H]2OCC2)C=C1)F